[Si](C)(C)(C(C)(C)C)OCCN1N=CC(=C1)SC=1C=C2C=NN(C(C2=CC1)=O)CC1=CC=C2C(=N1)CCO2 6-((1-(2-((tert-butyldimethylsilyl)oxy)ethyl)-1H-pyrazol-4-yl)thio)-2-((2,3-dihydrofuro[3,2-b]pyridin-5-yl)methyl)phthalazin-1(2H)-one